CN1C=CC2=CC=CC=C12 N-methyl-1H-indole